4-(2-(3,4-dichloro-5-methyl-1H-pyrrole-2-carboxamido)-5-(methoxycarbonyl)phenyl)piperazin-1-ium chloride [Cl-].ClC1=C(NC(=C1Cl)C)C(=O)NC1=C(C=C(C=C1)C(=O)OC)N1CC[NH2+]CC1